C(C)(C)N1N=CC(=C1)C(=O)NC1=CC2=C(C=N1)C=C(N2)C2=NC(=NC=C2)OCC(F)(F)F 1-isopropyl-N-(2-(2-(2,2,2-trifluoroethoxy)pyrimidin-4-yl)-1H-pyrrolo[3,2-c]pyridin-6-yl)-1H-pyrazole-4-carboxamide